3-(1-methyl-5-(trifluoromethyl)-1H-benzo[d]imidazol-2-yl)benzonitrile CN1C(=NC2=C1C=CC(=C2)C(F)(F)F)C=2C=C(C#N)C=CC2